NC=1C2=C(N=CN1)N(C=C2)[C@H]2[C@@]([C@@H]([C@](O2)(CO)F)O)(O)C#C (2S,3S,4R,5R)-5-(4-amino-7H-pyrrolo[2,3-d]pyrimidin-7-yl)-4-ethynyl-2-fluoro-2-(hydroxymethyl)tetrahydrofuran-3,4-diol